(6-methyl-3-pyridyl) 4-[5-[(3R)-3-amino-5-[(4-chlorophenyl)methyl]-1,1,4-trioxo-2,3-dihydro-1λ6,5-benzothiazepin-7-yl]-1,3,4-oxadiazol-2-yl]-4-methyl-piperidine-1-carboxylate N[C@H]1CS(C2=C(N(C1=O)CC1=CC=C(C=C1)Cl)C=C(C=C2)C2=NN=C(O2)C2(CCN(CC2)C(=O)OC=2C=NC(=CC2)C)C)(=O)=O